5-chloro-2-({methyl[(oxan-4-yl)methyl]amino}methyl)-7,8-dihydro-6H-spiro[[1,3]oxazolo[5,4-f]quinazoline-9,1'-cyclohexan]-7-one ClC=1C=C2C(=C3C1NC(NC31CCCCC1)=O)OC(=N2)CN(CC2CCOCC2)C